C(C(O)C1=CCCC=C1)(=O)O 3,4-dihydromandelic acid